2,3,5-trifluoro-4-hydroxy-N-{[(1r,4r)-4-{3-[5-(trifluoromethyl)pyridin-2-yl]-1,2,4-oxadiazol-5-yl}cyclohexyl]methyl}benzamide FC1=C(C(=O)NCC2CCC(CC2)C2=NC(=NO2)C2=NC=C(C=C2)C(F)(F)F)C=C(C(=C1F)O)F